CN(CC1=CC2=CC=CC=C2C=C1)CC1=CC(=NC=C1)C=1C=C2CN(C(C2=CC1)=O)C1C(NC(CC1)=O)=O 3-(5-(4-((methyl(naphthalen-2-ylmethyl)amino)methyl)pyridin-2-yl)-1-oxoisoindolin-2-yl)piperidine-2,6-dione